ClC=1C=C(C=CC1F)NC(N(CC(C)C)[C@@H](C)C1=NNC(C2=CC(=CC=C12)F)=O)=O (S)-3-(3-chloro-4-fluorophenyl)-1-(1-(6-fluoro-4-oxo-3,4-dihydrophthalazin-1-yl)ethyl)-1-isobutylurea